N-(2-chloro-6-methylphenyl)-7-{[2-(4-chlorophenyl)imidazo[1,2-a]pyridin-3-yl]methyl}-3-oxa-7,9-diazabicyclo[3.3.1]nonane-9-carboxamide ClC1=C(C(=CC=C1)C)NC(=O)N1C2COCC1CN(C2)CC2=C(N=C1N2C=CC=C1)C1=CC=C(C=C1)Cl